β-methylcrotonic acid CC(=CC(=O)O)C